(R)-N-(4-(1-(5-(6-ethoxypyrazin-2-yl)thiazol-2-carbonyl)piperazin-2-yl)pyrimidin-2-yl)cyclopropanesulfonamide C(C)OC1=CN=CC(=N1)C1=CN=C(S1)C(=O)N1[C@H](CNCC1)C1=NC(=NC=C1)NS(=O)(=O)C1CC1